2-[3-[2-(dimethylamino)ethyl]benzothiophen-5-yl]-5-methyl-piperidine CN(CCC1=CSC2=C1C=C(C=C2)C2NCC(CC2)C)C